FC=1C(=NC=C(C1)C)N1C(N(C=2C=NC=3C=C(C(=CC3C21)C=2C=NNC2)OC)C)=O 1-(3-Fluoro-5-methylpyridin-2-yl)-7-methoxy-3-methyl-8-(1H-pyrazol-4-yl)-1,3-dihydroimidazo[4,5-c]quinolin-2-one